ClC=1C=2N(C(=C(N1)C=1C=NN(C1)CC1=CC=C(C=C1)OC)C1=C(C=C(C=C1)F)OC)N=CC2 4-chloro-7-(4-fluoro-2-methoxy-phenyl)-6-[1-[(4-methoxyphenyl)methyl]pyrazol-4-yl]pyrazolo[1,5-a]pyrazine